(phenyl)(biphenylyl)(dimethylfluorenyl)[(phenyl)(biphenylyl)triazinylphenyl]dibenzoselenophene C1(=CC=CC=C1)C1=C(C(=C(C2=C1[Se]C1=C2C=CC=C1)C1=C(C(=C(C=C1)C1=CC=CC=C1)C1=C(C=CC=C1)C1=CC=CC=C1)C1=NN=NC=C1)C1=C(C(=CC=2C3=CC=CC=C3CC12)C)C)C1=C(C=CC=C1)C1=CC=CC=C1